ClC1=C(C=CC=C1C1=C(C=C(C=C1)OC(F)(F)F)Cl)[C@@]1(CC(N(C(N1)=N)C1CCN(CC1)C)=O)C (6S)-6-{2-Chloro-3-[2-chloro-4-(trifluoromethoxy)phenyl]phenyl}-2-imino-6-methyl-3-(1-methyl-piperidin-4-yl)hexahydropyrimidin-4-one